N-(2-methylene-3-butenoyl)morpholine C=C(C(=O)N1CCOCC1)C=C